O[C@@H]1C[C@@H](OC2=C1C=C(C=C2)C(F)(F)F)C(=O)NC21CC(C2)(C1)N1N=CC(=C1)OCCCOC(F)(F)F (2R,4R)-4-hydroxy-N-(3-{4-[3-(trifluoromethoxy)propoxy]-1H-pyrazol-1-yl}bicyclo[1.1.1]pentan-1-yl)-6-(trifluoromethyl)-3,4-dihydro-2H-1-benzopyran-2-carboxamide